BrC=1C=CC(=NC1)CC(=O)N1CCN(CC1)C(=O)OC(C)(C)C tert-Butyl 4-(2-(5-bromopyridin-2-yl)acetyl)piperazine-1-carboxylate